butyl (2-ethylhexyl) terephthalate C(C1=CC=C(C(=O)OCC(CCCC)CC)C=C1)(=O)OCCCC